2'-chloro-5'-fluoro-[4,4'-bipyrimidine]-2,6-diol ClC1=NC=C(C(=N1)C1=NC(=NC(=C1)O)O)F